S1C=NC(=C1)CCC(=O)O 3-(1,3-thiazol-4-yl)propionic acid